S1C=CC2=C1C(OCC2)CN(C2=CC(=CC(=C2)C)C)C 4-(((4,7-dihydro-5H-thieno[2,3-c]pyran-7-yl)methyl)(methyl)amino)-2,6-dimethylbenzene